(S)-3-(1-cyclopropylethoxy)-2-hydroxycyclohepta-2,4,6-trien-1-one C1(CC1)[C@H](C)OC1=C(C(C=CC=C1)=O)O